Cl.C12C(C3CC(CC(C1)C3)C2)NC(CNCC=C(CCC=C(C)C)C)=O N-adamantan-2-yl-2-(3,7-dimethyl-octa-2,6-dienylamino)-acetamide hydrochloride